CN1CCN(CC1)C=1C=CC(=C(N)C1)OCC(F)(F)F 5-(4-methylpiperazine-1-yl)-2-(2,2,2-trifluoroethoxy)aniline